N-BOC-3-hydroxy-4-aminopiperidine C(=O)(OC(C)(C)C)N1CC(C(CC1)N)O